2-((6-cyclopropyl-8-(3-hydroxyazetidin-3-yl)imidazo[1,2-a]pyridin-2-yl)methyl)isoindoline-1,3-dione C1(CC1)C=1C=C(C=2N(C1)C=C(N2)CN2C(C1=CC=CC=C1C2=O)=O)C2(CNC2)O